(5-(4-methylnaphthalen-1-yl)thiophen-2-ylthio)-2-methylpropionic acid CC1=CC=C(C2=CC=CC=C12)C1=CC=C(S1)SC(C(=O)O)(C)C